2-hydroxy-4-octyloxy-4'-methoxybenzophenone OC1=C(C(=O)C2=CC=C(C=C2)OC)C=CC(=C1)OCCCCCCCC